ethyl (2,4-dichloro-6-nitrophenyl)-acetate ClC1=C(C(=CC(=C1)Cl)[N+](=O)[O-])CC(=O)OCC